2-benzylidene-3-(cyclohexylamino)-2,3-dihydro-1H-inden-1-one C(C1=CC=CC=C1)=C1C(C2=CC=CC=C2C1NC1CCCCC1)=O